16b-methyl-17a,21-dihydroxypregna-1,4-diene-3,11,20-trione C[C@@H]1[C@](C(CO)=O)([C@]2(CC([C@@H]3[C@]4(C=CC(C=C4CC[C@H]3[C@@H]2C1)=O)C)=O)C)O